5-fluoro-4-(6-methyl-3-propan-2-ylthieno[2,3-d]imidazol-5-yl)pyrimidin-2-amine FC=1C(=NC(=NC1)N)C1=C(C2=C(N(C=N2)C(C)C)S1)C